2-methyl-6-(5-spiro[2H-benzofuran-3,1'-cyclopropane]-4-yloxypyrazin-2-yl)-4H-imidazo[4,5-c]pyrazol-5-one CN1N=C2C(=C1)NC(N2C2=NC=C(N=C2)OC2=CC=CC1=C2C2(CC2)CO1)=O